Diethyl fluoromethyl phosphate P(=O)(OCC)(OCC)OCF